Ethyl 2-(2-{[(tert-butoxy) carbonyl] amino} ethyl)-5-(trifluoromethyl)-1,3-thiazole-4-carboxylate C(C)(C)(C)OC(=O)NCCC=1SC(=C(N1)C(=O)OCC)C(F)(F)F